C(C)(C)(C)C1=NC=C(C(=N1)NC1(CCC1)OC)C(=O)O 2-tert-butyl-4-[(3-trans-methoxy)cyclobutyl]amino-pyrimidine-5-carboxylic acid